4-di-methylaminobenzaldehyde CN(C1=CC=C(C=O)C=C1)C